Pentafluorophenyl 3-(2,4-dioxotetrahydropyrimidin-1(2H)-yl)benzoate O=C1N(CCC(N1)=O)C=1C=C(C(=O)OC2=C(C(=C(C(=C2F)F)F)F)F)C=CC1